4-(5-fluoro-2,6-dimethylpyridin-3-yl)-2-hydroxycyclohepta-2,4,6-trien-1-one FC=1C=C(C(=NC1C)C)C=1C=C(C(C=CC1)=O)O